C(C1=CC=CC=C1)OC1=C(C=C(C(=C1)OCC1=CC=CC=C1)C(C)C)C1=CC(=NO1)C(=O)NCC 5-(2,4-bis(benzyloxy)-5-isopropylphenyl)-N-ethylisoxazole-3-carboxamide